2,3-dimethyl-2,4,5-hexanetriol CC(C)(C(C(C(C)O)O)C)O